C(#N)C=1C(=C(C=CC1)C(C)=N[S@](=O)C(C)(C)C)C(F)(F)F (R)-N-(1-(3-cyano-2-(trifluoromethyl)phenyl)ethylidene)-2-methylpropane-2-sulfinamide